CC=1C2=C(C(N(N1)CC(=O)N[C@@H](C)C1=CC=C(C=C1)C)=O)N(N=C2)C2=CC=CC=C2 (S)-2-(4-methyl-7-oxo-1-phenyl-1,7-dihydro-6H-pyrazolo[3,4-d]pyridazin-6-yl)-N-(1-(p-tolyl)ethyl)acetamide